(S)-4-(L-prolyl)-3-((S)-sec-butyl)-1,3,4,5-tetrahydro-2H-benzo[e][1,4]diazepin-2-one N1[C@@H](CCC1)C(=O)N1[C@H](C(NC2=C(C1)C=CC=C2)=O)[C@@H](C)CC